9-((2R,3R,4R,5R)-5-((bis(4-methoxyphenyl)(phenyl)methoxy)methyl)-4-hydroxy-3-(prop-2-yn-1-yloxy)tetrahydrofuran-2-yl)-9H-purin COC1=CC=C(C=C1)C(OC[C@@H]1[C@H]([C@H]([C@@H](O1)N1C2=NC=NC=C2N=C1)OCC#C)O)(C1=CC=CC=C1)C1=CC=C(C=C1)OC